C(C)C1=CC=C(C=C1)C1=NC2=CC=CC=C2C(N1)=O 2-(4-ethylphenyl)quinazolin-4(3H)-one